[Br-].CC=1C=C(C=CC1C)CCCCCCCCCC[P+](C1=CC=CC=C1)(C1=CC=CC=C1)C1=CC=CC=C1 10-(3,4-dimethylphenyl)decyl-triphenyl-phosphonium bromide